pyrrolidin-1-yl(1,4,5,6-tetrahydrocyclopenta[c]pyrazol-3-yl)methanone N1(CCCC1)C(=O)C=1C2=C(NN1)CCC2